1,4,7-triazacyclononan-1-succinic acid N1(CCNCCNCC1)C(CC(=O)O)C(=O)O